3-(4-amino-2-fluorophenylamino)propan-1-ol NC1=CC(=C(C=C1)NCCCO)F